p-carboxybenzenethiol C(=O)(O)C1=CC=C(C=C1)S